(1R)-6-chloro-N-[2,4-difluoro-3-(8-methoxy-2-{[1-(pyridin-2-yl)piperidin-4-yl]amino}quinazolin-6-yl)phenyl]-1-hydroxy-2,3-dihydro-1H-indene-4-sulfonamide ClC=1C=C(C=2CC[C@H](C2C1)O)S(=O)(=O)NC1=C(C(=C(C=C1)F)C=1C=C2C=NC(=NC2=C(C1)OC)NC1CCN(CC1)C1=NC=CC=C1)F